C(C1=CC=CC=C1)OC1=C(C=CC=C1F)C1=CC(=C(C=C1F)F)CC1(CCC(CC1)NS(=O)(=O)C)C(=O)N (1r,4r)-1-{[2'-(benzyloxy)-3',4,6-trifluoro-[1,1'-biphenyl]-3-yl]methyl}-4-methanesulfonamidocyclohexane-1-carboxamide